4-chloro-2-[3-(3-bromophenyl)ureido]-N-ethylbenzamide ClC1=CC(=C(C(=O)NCC)C=C1)NC(=O)NC1=CC(=CC=C1)Br